NC=1C(NC2=C3C=CC=NC3=C(C=C2C1C1=C2C=NNC2=C(C=C1)F)OCC1(CC1)F)=O 3-amino-6-[(1-fluorocyclopropyl)methoxy]-4-(7-fluoro-1H-indazol-4-yl)-1H-1,7-phenanthrolin-2-one